C(C)(C)(C)OC(N(C)CC1OCC(C2=CC=CC=C12)(F)F)=O ((4,4-difluoroisochroman-1-yl)methyl)(methyl)carbamic acid tert-butyl ester